C(C)(C)(C)C1=CC=2CC3=CC(=CC=C3C2C=C1)C(C)(C)C 2,7-di-tert-butylfluoren